N1CC(C1)C=1C(=C2C(=C(N=CC2=C(N1)N1CC2CCC(C1)N2)C2=CC(=CC1=CC=C(C(=C21)C#C)F)O)F)C 4-(6-(Azetidin-3-yl)-8-(3,8-diazabicyclo[3.2.1]octan-3-yl)-4-fluoro-5-methyl-2,7-naphthyridin-3-yl)-5-ethynyl-6-fluoronaphthalen-2-ol